COC=1N=CC(=NC1)C(CC(=O)O)N1N=CC2=CC(=CC=C12)OCCC1=NC=2NCCCC2C=C1 3-(5-methoxypyrazin-2-yl)-3-(5-(2-(5,6,7,8-tetrahydro-1,8-naphthyridin-2-yl)ethoxy)-1H-indazol-1-yl)propionic acid